trans-5-(1-benzyl-5-methylpiperidin-3-yl)-2-methoxypyridine C(C1=CC=CC=C1)N1C[C@H](C[C@@H](C1)C)C=1C=CC(=NC1)OC